ClC=1C(=NC(=C(C1)Cl)Cl)OCC(=O)O 3,5,6-Trichloro-2-pyridinoxyacetic acid